C1=CC=CC=2OC3=CC=CC=C3C3(C12)OC(C1=CC=CC=C13)=O 3H-spiro[isobenzofuran-1,9'-xanthene]-3-one